2-(benzotriazol-1-yl)-N-[4-(1H-imidazol-4-yl)phenyl]-N-[[2-(trifluoromethyl)-4-pyridyl]methyl]acetamide N1(N=NC2=C1C=CC=C2)CC(=O)N(CC2=CC(=NC=C2)C(F)(F)F)C2=CC=C(C=C2)C=2N=CNC2